C(C)(C)(C)[C@@]12CN(C[C@H](CC1)N2)C2=NC(=NC1=C(C(=C(C=C21)NC(CCCCC#C)=O)C2=CC(=CC1=CC=C(C(=C21)C#C)F)OCOC)F)OCC(F)(F)F tert-butyl-(1R,5S)-3-(7-(8-ethynyl-7-fluoro-3-(methoxymethoxy)naphthalene-1-yl)-8-fluoro-6-(hept-6-ynamido)-2-(2,2,2-trifluoroethoxy)quinazolin-4-yl)-3,8-diazabicyclo[3.2.1]octane